N1=CC(=CC=C1)CNC(OC1=CC=C(C=C1)S(=O)(=O)N1CCCCC1)=O 4-(piperidine-1-sulfonyl)phenyl N-(pyridin-3-ylmethyl)carbamate